CN1N=CC=2N(CC(CC21)CNC(OC(C)(C)C)=O)C2=CC=C(C=C2)C(F)(F)F tert-butyl ((1-methyl-4-(4-(trifluoromethyl)phenyl)-4,5,6,7-tetrahydro-1H-pyrazolo[4,3-b]pyridin-6-yl)methyl)carbamate